2-Chloro-4-[1-(3,4,5-trimethoxy-phenyl)-vinyl]-quinazoline ClC1=NC2=CC=CC=C2C(=N1)C(=C)C1=CC(=C(C(=C1)OC)OC)OC